C1(CCC1)C1=CN=C(S1)C=1C=C(C(=O)NCC=2N=NC(=CC2)C)C=C(C1)OCC1CCOCC1 3-(5-cyclobutyl-1,3-thiazol-2-yl)-N-[(6-methylpyridazin-3-yl)methyl]-5-(tetrahydro-2H-pyran-4-ylmethoxy)benzamide